(2-((2-Oxo-4-propyl-8-(1,2,3,4-tetrahydroquinoline-1-carbonyl)-2H-chromen-7-yl)oxy)ethyl)but-2-enamide O=C1OC2=C(C(=CC=C2C(=C1)CCC)OCCC(C(=O)N)=CC)C(=O)N1CCCC2=CC=CC=C12